C1CCC2=C(C=CC=C12)CC(=O)[O-] 2,3-dihydro-1h-inden-4-yl-acetate